tert-butyl (4-((3-(4-(trifluoromethyl)piperidin-1-yl)phenyl)amino)cyclohexyl)carbamate FC(C1CCN(CC1)C=1C=C(C=CC1)NC1CCC(CC1)NC(OC(C)(C)C)=O)(F)F